FC=1C=C(C#N)C=CC1C1=CC=NC=2N1N=CN2 3-fluoro-4-{[1,2,4]triazolo[1,5-a]pyrimidin-7-yl}benzonitrile